2-ethyl-9-acryloyloxy-10-methoxy-1,4-dihydroanthracene C(C)C=1CC2=C(C3=CC=CC=C3C(=C2CC1)OC)OC(C=C)=O